(2-chloro-6-(trifluoromethyl)phenyl)pyrimidine-5-carboxamide ClC1=C(C(=CC=C1)C(F)(F)F)C1=NC=C(C=N1)C(=O)N